C(#C)C1=CC=C(C=C1)C 1-ethynyl-4-methyl-benzene